FC1=CC=C(C(=O)N[C@H](C(=O)NC2=CC=C(C=C2)S(NC2COC2)(=O)=O)CC=2C=NC=CC2)C=C1 (S)-4-fluoro-N-(1-(4-(N-oxetan-3-ylsulfamoyl)phenylamino)-1-oxo-3-(pyridin-3-yl)propan-2-yl)benzamide